1-(3,4-dichlorophenyl)-3-(pyridin-3-yl)thieno[3,2-d]pyrimidine-2,4(1H,3H)-dione ClC=1C=C(C=CC1Cl)N1C(N(C(C2=C1C=CS2)=O)C=2C=NC=CC2)=O